CC=1C=C2C(NC(=NC2=C(C1)C(C)NC1=C(C(=O)O)C=CC=C1)N1CCOCC1)=O 2-(1-[6-methyl-2-(morpholin-4-yl)-4-oxo-3,4-dihydroquinazolin-8-yl]ethylamino)benzoic acid